[Si](C)(C)(C(C)(C)C)OC1CCC(CC1)NC1=NC(=NC=C1N)Cl N4-((1r,4r)-4-((tert-butyldimethylsilyl)oxy)cyclohexyl)-2-chloropyrimidine-4,5-diamine